3-isobutylcyclohexane-1,2-dicarboxylic acid calcium salt [Ca+2].C(C(C)C)C1C(C(CCC1)C(=O)[O-])C(=O)[O-]